3-(1'-(isoquinolin-4-ylmethyl)-6-oxo-6,8-dihydro-2H,7H-spiro[furo[2,3-e]isoindole-3,4'-piperidin]-7-yl)piperidine-2,6-dione C1=NC=C(C2=CC=CC=C12)CN1CCC2(CC1)COC1=C3CN(C(C3=CC=C12)=O)C1C(NC(CC1)=O)=O